N-(but-3-en-1-yl)-N-(4-methoxy-2-(1-phenylvinyl)phenyl)-4-methylbenzenesulfonamide C(CC=C)N(S(=O)(=O)C1=CC=C(C=C1)C)C1=C(C=C(C=C1)OC)C(=C)C1=CC=CC=C1